FC1=C(C[N+]2=C3N(C(C(=C2)C=2C(=NOC2C)C)=O)C=CC=C3)C=C(C=C1)F 1-(2,5-difluorobenzyl)-3-(3,5-dimethylisoxazol-4-yl)-4-oxo-4H-pyrido[1,2-a]pyrimidinium